FC=1C(=CC2=CC=CC=C2C1)CNC(=O)N1C=NC=C1 N-((3-fluoronaphthalen-2-yl)methyl)-1H-imidazole-1-carboxamide